E-methoxybutane COCCCC